FC(C(=O)O)(F)F.OCC1=C(C=CC=C1)NC1=CC(=NC=2C=CNC(C12)=O)NC(=O)C1CC1 N-(4-((2-(Hydroxymethyl)phenyl)amino)-5-oxo-5,6-dihydro-1,6-naphthyridin-2-yl)cyclopropanecarboxamide Trifluoroacetic Acid Salt